OC(CNC(C(=O)N)CCCCCC\C=C/CCCCCCCC)O dihydroxyethylaminooleamide